Cl.Cl.CN(CCSSCCN(C)C)C bis(2-dimethylaminoethyl)disulfide dihydrochloride